4'-tert-butyl-3'-methyl-(1'R,2'S,3'S,6'R,7'S)-4'-azaspiro[cyclopropane-1,10'-tricyclo[5.2.1.0^{2,6}]decan] C(C)(C)(C)N1[C@H]([C@H]2[C@H]3CC[C@@H]([C@H]2C1)C31CC1)C